CC(C)(C)[S@](=O)N[C@H](C)C1=CC(=CC(=C1)N1CCOCC1)C=1C=NN(C1)C (S)-2-methyl-N-((R)-1-(3-(1-methyl-1H-pyrazol-4-yl)-5-morpholinophenyl)ethyl)propane-2-sulfinamide